[Cl-].C[N+](CCC[Si](OCC1OC1)(OCC1OC1)OCC1OC1)(CCCCCCCCCCCCCCCCCC)C Dimethyl(octadecyl)(3-(tris(oxiran-2-ylmethoxy)silyl)propyl)ammonium Chloride